ClC=1C=C(C=CC1)[C@@H]1[C@H](C1)C(=O)NC1=NC=CC(=C1)NCC=1C=C2C=C(C=NC2=CC1)C1CC1 (1S,2S)-2-(3-chlorophenyl)-N-(4-(((3-cyclopropylquinolin-6-yl)methyl)amino)pyridin-2-yl)cyclopropane-1-carboxamide